Cl.FC=1C=C(C=NC1OC1=CC=NC2=CC(=C(C=C12)C1=NC(=NO1)CCOC)OC)NC(=O)C1(CC1)C(=O)NC1=CC=C(C=C1)F 1-N'-[5-fluoro-6-[7-methoxy-6-[3-(2-methoxyethyl)-1,2,4-oxadiazol-5-yl]quinolin-4-yl]oxypyridin-3-yl]-1-N-(4-fluorophenyl)cyclopropane-1,1-dicarboxamide hydrochloride